1,13-dimethylquinolino[3,2,1-de]acridine-5,9-dione CC1=CC=CC=2C(C=3C=CC=C4C(C=5C=CC=C(C5N(C34)C12)C)=O)=O